CN(C/C=C/C(=O)N(C)C1=C2CN(CC2=CC=C1)C(C1=C(C=C(C(=C1)C(C)C)OC)O)=O)C (E)-4-(Dimethylamino)-N-(2-(2-hydroxy-5-isopropyl-4-methoxybenzoyl)isoindolin-4-yl)-N-methylbut-2-enamide